S1C(=NC2=C1C=CC=C2)C2=CC(=C(C#N)C(=C2)N2C1=CC=C(C=C1C=1C=C(C=CC21)C2=CC=CC=C2)C2=CC=CC=C2)N2C1=CC=C(C=C1C=1C=C(C=CC21)C2=CC=CC=C2)C2=CC=CC=C2 4-(benzo[d]thiazol-2-yl)-2,6-bis(3,6-diphenyl-9H-carbazol-9-yl)benzonitrile